benzyl 4-(1-(4-(1-(tetrahydro-2H-pyran-2-yl)-1H-pyrazol-4-yl)phenyl)piperidine-4-carbonyl)piperazine-1-carboxylate O1C(CCCC1)N1N=CC(=C1)C1=CC=C(C=C1)N1CCC(CC1)C(=O)N1CCN(CC1)C(=O)OCC1=CC=CC=C1